trans-3-methyl-4-octanolactone C[C@@H]1CC(=O)O[C@H]1CCCC